ClC1=C(C(=CC=C1Cl)F)[C@@]1(CN(CC1)C(=O)OC(C)(C)C)NC1=NC=2C(N(C=CC2C=C1)C)=O tert-butyl (S)-3-(2,3-dichloro-6-fluorophenyl)-3-(7-methyl-8-oxo-1,7-diaza-2-naphthylamino)-1-pyrrolidinecarboxylate